Cl[C@@H](C(=O)NC1=C(C(=O)[O-])C=CC=C1NC[C@H]1OCC1)C ((R)-2-chloropropionamido)-3-((((S)-oxetan-2-yl)methyl)amino)benzoate